sodium nonanoyloxyphenol C(CCCCCCCC)(=O)OC1=C(C=CC=C1)O.[Na]